tert-butyl ((5S,8S,10aR)-8-(((R)-chroman-4-yl)carbamoyl)-3-(1-hydroxycyclopropane-1-carbonyl)-6-oxodecahydropyrrolo[1,2-a][1,5]diazocin-5-yl)carbamate O1CC[C@H](C2=CC=CC=C12)NC(=O)[C@@H]1CC[C@H]2N1C([C@H](CN(CC2)C(=O)C2(CC2)O)NC(OC(C)(C)C)=O)=O